9-Acetyl-4,7-dimethyl-3-vinylimidazo[1,5-a]quinazolin-5(4H)-one C(C)(=O)C=1C=C(C=C2C(N(C=3N(C12)C=NC3C=C)C)=O)C